N-(2-(4-(4-cyclopropylpiperazine-1-yl)piperidine-1-yl)-5-((6-((R)-3-(3,5-difluorophenyl)isoxazolidine-2-yl)pyrimidine-4-yl)amino)-4-methoxyphenyl)-2-fluoroacrylamide C1(CC1)N1CCN(CC1)C1CCN(CC1)C1=C(C=C(C(=C1)OC)NC1=NC=NC(=C1)N1OCC[C@@H]1C1=CC(=CC(=C1)F)F)NC(C(=C)F)=O